C(=O)(C=C)NC1=NC(=NC(=N1)N)N Acryl-Melamin